4-Hydroxy-3-[2-methoxy-4-(prop-1-yn-1-yl)phenyl]bicyclo[3.2.1]oct-3-en-2-on OC1=C(C(C2CCC1C2)=O)C2=C(C=C(C=C2)C#CC)OC